COCCOC=1C=CC2=C(SC(=C2)C(=O)NC=2C=C(C=CC2C)NC(=O)C2=CC3=C(OCCO3)C=C2)C1 N-(3-(6-(2-Methoxyethoxy)benzo[b]thiophene-2-carboxamido)-4-methylphenyl)-2,3-dihydrobenzo[b][1,4]dioxine-6-carboxamide